2-amino-imidazo[1,2-a]-1,3,5-triazin-4(8H)-one NC=1N=C2N(C(N1)=O)C=CN2